C1C(CC12CCSCC2)O 7-Thiaspiro[3.5]nonan-2-ol